OC=1C=C2CC[C@@]([C@H](C2=CC1)C1=CC=C(C=C1)N1CCC(CC1)CN1CCN(CC1)C=1C=C2CN(C(C2=CC1)=O)[C@@H]1C(NC(CC1)=O)=O)(C1=CC=CC=C1)C (S)-3-(5-(4-((1-(4-((1R,2S)-6-hydroxy-2-methyl-2-phenyl-1,2,3,4-tetrahydronaphthalen-1-yl)phenyl)piperidin-4-yl)methyl)piperazin-1-yl)-1-oxoisoindolin-2-yl)piperidine-2,6-dione